CC(=CC(=O)OCCCCCCCCCO)C 1,9-nonanediol di(methyl)acrylate